[Al].[Ce] Cerium aluminum